C(=O)(OC(C)(C)C)NC(C(=O)O)CC N-Bocaminobutyric acid